C(C)C1CNC2=C(O1)C=CC=C2 ethyl-3,4-dihydro-2H-benzo[b][1,4]oxazine